FC1=C(C(=C(C(=C1F)F)F)F)[B-](C1=C(C(=C(C(=C1F)F)F)F)F)(C1=C(C(=C(C(=C1F)F)F)F)F)C1=C(C(=C(C(=C1F)F)F)F)F.C(C)(=O)C1=CC=C(C=C1)SC1=CC=C(C=C1)[S+](C1=CC=C(C=C1)SC1=CC=C(C=C1)C(C)=O)C1=CC=C(C=C1)SC1=CC=C(C=C1)C(C)=O tris(4-((4-acetylphenyl)thio)phenyl)-sulfonium tetrakis(perfluoro-phenyl)borate